N1CCCC12CNCCC2 1,7-diazaspiro[4.5]decan